S1C=C(C=2COCCC21)C(=O)O 4H,6H,7H-thieno[3,2-c]pyran-3-carboxylic acid